Tert-butyl N-[(5S,8S,10aR)-8-[[(1S)-3-carbamoyl-1-[[(2-chloro-4-isopropylphenyl)methyl]carbamoyl]propyl]carbamoyl]-6-oxo-octahydro-1H-pyrrolo[1,2-a][1,5]diazocin-5-yl]carbamate C(N)(=O)CC[C@@H](C(NCC1=C(C=C(C=C1)C(C)C)Cl)=O)NC(=O)[C@@H]1CC[C@H]2N1C([C@H](CNCC2)NC(OC(C)(C)C)=O)=O